7-[[1-(2-hydroxyethyl)pyrazol-4-yl]amino]-1-methyl-3-(1-prop-2-enoyl-2,3,4,4a,5,6,7,7a-octahydrocyclopenta[b]pyridin-4-yl)-4H-pyrimido[4,5-d]pyrimidin-2-one OCCN1N=CC(=C1)NC1=NC=C2C(=N1)N(C(N(C2)C2C1C(N(CC2)C(C=C)=O)CCC1)=O)C